2-(4-methylpiperazin-1-yl)pyrimidin CN1CCN(CC1)C1=NC=CC=N1